C(C)(C)(C)OC(=O)N1CC(CC(C1)OC)C(=O)O (tert-butoxycarbonyl)-5-methoxypiperidine-3-carboxylic acid